C(C)(C)(C)OC(=O)N1C[C@]2(CCN3N=C(C=C32)OS(=O)(=O)C(F)(F)F)CC1 tert-butyl-(3R)-2'-[(trifluoromethanesulfonyl)oxy]-5',6'-dihydrospiro[pyrrolidine-3,4'-pyrrolo[1,2-b]pyrazole]-1-carboxylate